11-Fluoro-7-(2-fluoro-phenyl)-5H-benzo[c]pyrimido[4,5-e]azepin FC1=CC=CC=2C(=NCC3=C(C21)N=CN=C3)C3=C(C=CC=C3)F